C1(CC1)N1CCC(CC1)N1N=CC(=C1)NC=1N=C(C2=C(N1)SC=C2C)NC=2C=C(C=CC2)C(C)(C)O 2-(3-((2-((1-(1-cyclopropylpiperidin-4-yl)-1H-pyrazol-4-yl)amino)-5-methylthieno[2,3-d]pyrimidin-4-yl)amino)phenyl)propan-2-ol